ammonium dithiocarbamic acid salt C(N)([S-])=S.[NH4+]